FC1=C(C=C(C=C1F)F)[C@@H]1[C@H](C1)C=1C=2N(N=C(C1)C=1C(NC(NC1)=O)=O)C=CN2 5-(8-((1S,2S)-2-(2,3,5-trifluorophenyl)cyclopropyl)imidazo[1,2-b]pyridazin-6-yl)pyrimidine-2,4(1H,3H)-dione